tert-Butyl N-[2-(2,3-dichlorophenyl)ethyl]carbamate ClC1=C(C=CC=C1Cl)CCNC(OC(C)(C)C)=O